C(C)(C)(C)C=1C=C(CC=2C(=C(C=CC2)CC2=CC(=C(C(=C2)C(C)(C)C)O)C(C)(C)C)CC2=CC(=C(C(=C2)C(C)(C)C)O)C(C)(C)C)C=C(C1O)C(C)(C)C TRIS(3,5-DI-TERT-BUTYL-4-HYDROXYBENZYL)BENZENE